CN(C)C(=O)[C@H]1CC2(CCC1CC2)NC(=O)OCC3=CC=C(C=C3)C(=O)O The molecule is a carbamate ester, the structure of which is that of carbamic acid esterified with 4-carboxybenzyl alcohol and substituted on nitrogen by a 3-(dimethylcarbamoyl)bicyclo[2.2.2]oct-1-yl group. It is a carbamate ester, a member of benzoic acids and a dicarboxylic acid monoamide.